(3aR,10aR)-Ethyl 8-((4-fluoro-3-methylphenyl)carbamoyl)-7-methyl-3a,4,10,10a-tetrahydro-1H,7H-dipyrrolo[3,4-b:3',4'-f][1,4,5]oxathiazocin-2(3H)-carboxylat-5,5-dioxid FC1=C(C=C(C=C1)NC(=O)C=1N(C=C2C1OC[C@H]1[C@@H](NS2(=O)=O)CN(C1)C(=O)OCC)C)C